N(=[N+]=[N-])CCOCCOCCOCCOCCOCCN=[N+]=[N-] 1,17-diazido-3,6,9,12,15-pentaoxaheptadecane